C1(CC1)NCC=1C=CC=2N(C1)C=C(N2)CNC(=O)C=2N=C1N(C(C2)=O)C=CC=C1 N-({6-[(cyclopropyl-amino)methyl]imidazo[1,2-a]pyridin-2-yl}methyl)-4-oxo-4H-pyrido[1,2-a]pyrimidine-2-carboxamide